ClC(C(C)(C)OC(=O)N1CCC(CC1)(C(C1=C(C=CC=C1)C(F)(F)F)SC1=NC2=CC=CC=C2C=C1)O)(Cl)Cl 4-hydroxy-4-((quinolin-2-ylthio)(2-(trifluoromethyl)phenyl)methyl)piperidine-1-carboxylic acid 1,1,1-trichloro-2-methylpropan-2-yl ester